1-(pyrimidin-5-ylmethyl)benzene-1,2-diamine N1=CN=CC(=C1)CC1(C(C=CC=C1)N)N